ISOBUTYRYLGLYCINE C(C(C)C)(=O)NCC(=O)O